tert-Butyl 8-[(2R,3R)-1-(9H-fluoren-9-ylmethoxycarbonyl)-2-[2-methyl-3-(trideuteriomethoxy)phenyl]pyrrolidin-3-yl]-3,8-diazabicyclo[3.2.1]octane-3-carboxylate C1=CC=CC=2C3=CC=CC=C3C(C12)COC(=O)N1[C@@H]([C@@H](CC1)N1C2CN(CC1CC2)C(=O)OC(C)(C)C)C2=C(C(=CC=C2)OC([2H])([2H])[2H])C